FC1=C2C=CC=C(C2=CC=C1F)N=C(C1=CC=CC=C1)C1=CC=CC=C1 N-(5,6-difluoronaphthalen-1-yl)-1,1-diphenylmethanimine